[N+](=O)([O-])C1=CC=C(C=C1)S(=O)(=O)OC methyl 4-nitrobenzene-1-sulfonate